IC1=CN=C(N(C1=O)C)N1CCC2(CC1)[C@@H](C1=CC=CC=C1C2)NC(OC(C)(C)C)=O (S)-tert-butyl (1'-(5-iodo-1-methyl-6-oxo-1,6-dihydropyrimidin-2-yl)-1,3-dihydrospiro[indene-2,4'-piperidin]-1-yl)carbamate